FC=1C=C(C=CC1)C=1N=C(SC1)N 4-(3-fluorophenyl)thiazol-2-amine